6-(4-fluorophenyl)-2-(3-methoxy-2,6-dimethylbenzyl)-5-methylpyridazin-3(2H)-one FC1=CC=C(C=C1)C=1C(=CC(N(N1)CC1=C(C(=CC=C1C)OC)C)=O)C